tert-butyl (3R,4S,5S)-4-[(2S)-2-[(2S)-2-{[(9H-fluoren-9-ylmethoxy) carbonyl] (methyl) amino}-3-methylbutanamido]-N,3-dimethylbutyrylamino]-3-methoxy-5-methylheptanoate C1=CC=CC=2C3=CC=CC=C3C(C12)COC(=O)N([C@H](C(=O)N[C@H](C(=O)N(C)[C@H]([C@@H](CC(=O)OC(C)(C)C)OC)[C@H](CC)C)C(C)C)C(C)C)C